Lithium 6-(trifluoromethyl)nicotinate FC(C1=NC=C(C(=O)[O-])C=C1)(F)F.[Li+]